(S)-1-(1-acryloylpyrrolidin-3-yl)-3-(3,5-dimethoxy-2,6-difluorophenylethynyl)-4-amino-7-hydroxy-1H-pyrrolo[2,3-d]pyridazine C(C=C)(=O)N1C[C@H](CC1)N1C=C(C=2C1=C(N=NC2N)O)C#CC2=C(C(=CC(=C2F)OC)OC)F